ClC=1C=C(C=CC1)NC1=C(N=C2N1C=C(N=C2)C=2C=NN(C2)C)C=2C=CC=1N(C2)C(=NN1)C N-(3-chlorophenyl)-6-(1-methyl-1H-pyrazol-4-yl)-2-(3-methyl-[1,2,4]triazolo[4,3-a]pyridin-6-yl)imidazo[1,2-a]pyrazin-3-amine